(S)-N-((1S,2R,4S)-2,4-dihydroxy-4-(trifluoromethyl)cyclohexyl)-4-(5-(5-fluoro-2-methoxypyridin-4-yl)-1H-pyrazole-3-carbonyl)-4-azaspiro[2.5]octane-7-carboxamide O[C@H]1[C@H](CC[C@](C1)(C(F)(F)F)O)NC(=O)[C@H]1CCN(C2(CC2)C1)C(=O)C1=NNC(=C1)C1=CC(=NC=C1F)OC